COC(C(=COC)C1=C(C=CC=C1)CON=C(C=CC1=CC=C(C=C1)Cl)C)=O 2-[2-[3-(4-chlorophenyl)-1-methyl-allylideneaminooxymethyl]phenyl]-3-methoxyacrylic acid methyl ester